2-methyl-9,10-bis(n-hexyloxycarbonyloxy)anthracene CC1=CC2=C(C3=CC=CC=C3C(=C2C=C1)OC(=O)OCCCCCC)OC(=O)OCCCCCC